COC1=CC=C(C=C1)S(=O)(=O)NC1=CC=C(C=C1)/N=C/C=1C(=C2C=CC(OC2=CC1)(C)C)O (E)-4-methoxy-N-(4-(((5-hydroxy-2,2-dimethyl-2H-chromen-6-yl)methylene)amino)phenyl)benzenesulfonamide